Cl.FC1=C(C=C(C=C1)F)[C@@H]1N(CCC1)C1=NC=2N(C=C1)N=CC2C(=O)NCCCCCNC 5-[(2R)-2-(2,5-difluorophenyl)pyrrolidin-1-yl]-N-[5-(methylamino)pentyl]pyrazolo[1,5-a]pyrimidine-3-carboxamide hydrochloride